CN[C@H]1CN(CCC1)C(=O)C1=NN(C(=C1)C1=CC=C(C#N)C=C1)C1=CC=C(C=C1)C (R)-4-(3-(3-(methylamino)piperidine-1-carbonyl)-1-(p-tolyl)-1H-pyrazol-5-yl)benzonitrile